ClC=1C=CC2=C(CC(CC=3N2C(=NN3)[C@@H]3CC[C@@H](CC3)N3CCN(CC3)C)OC)C1 8-Chloro-5-methoxy-1-[cis-4-(4-methylpiperazin-1-yl)cyclohexyl]-5,6-dihydro-4H-[1,2,4]triazolo[4,3-a][1]benzazepin